C(C)(C)(C)OC(=O)N1CCC2=CC=C(C=C12)OC(F)F 6-(difluoromethoxy)indoline-1-carboxylic acid tert-butyl ester